N(=C=O)C1=C(C=CC=C1)C(=O)C1=CC=C(C=C1)C (2-isocyanatophenyl)(p-tolyl)methanone